ClC1=C(C=CC=C1)N1C(N=C(C2=CC=C(C=C12)C(C)(F)F)N[C@H]1[C@@H](CC1)O)=O 1-(2-chlorophenyl)-7-(1,1-difluoroethyl)-4-(((1R,2R)-2-hydroxycyclobutyl)-amino)quinazolin-2(1H)-one